7-(2-chloro-3-(1,3,5-trimethyl-1H-pyrazol-4-yl)phenyl)-1H-imidazo[4,5-b]pyridine ClC1=C(C=CC=C1C=1C(=NN(C1C)C)C)C1=C2C(=NC=C1)N=CN2